C(C)(C)(C)OC(=O)N1CC(NCC1)CC 3-ethylpiperazine-1-carboxylic acid-1-tert-butyl ester